C1(CC1)CN1C(=CC=2C1=NC(=CC2)C=2C=NN1C2C=CC=C1)C1=NC2=C(N1C)C(=CC(=C2)C(=O)N2C1CCC(C2)[C@H]1N)OC (7R)-2-{2-[1-(cyclopropylmethyl)-6-{pyrazolo[1,5-a]pyridin-3-yl}-1H-pyrrolo[2,3-b]pyridin-2-yl]-7-methoxy-1-methyl-1H-1,3-benzodiazole-5-carbonyl}-2-azabicyclo[2.2.1]heptan-7-amine